CC(C(=O)O)=CC(C)C 2,4-Dimethyl-2-pentenoic acid